N[C@H]1CS(C2=C(N(C1=O)CC1=CC=C(C=C1)N1N=CC(=C1)C(F)(F)F)C=C(C=C2)C=2OC(=NN2)C(C)(C)C)(=O)=O (3R)-3-amino-7-(5-tert-butyl-1,3,4-oxadiazol-2-yl)-1,1-dioxo-5-[[4-[4-(trifluoromethyl)pyrazol-1-yl]phenyl]methyl]-2,3-dihydro-1λ6,5-benzothiazepine-4-One